tert-butyl ((R)-8-((5-bromo-2-ethoxyphenyl)sulfonyl)-1-oxa-8-azaspiro[4.5]decan-3-yl)((S)-2-hydroxy-3-(3-((1-(hydroxymethyl)cyclopropyl)sulfonyl)phenoxy) propyl)carbamate BrC=1C=CC(=C(C1)S(=O)(=O)N1CCC2(C[C@H](CO2)N(C(OC(C)(C)C)=O)C[C@@H](COC2=CC(=CC=C2)S(=O)(=O)C2(CC2)CO)O)CC1)OCC